CC1C(CCCC1)C1=CC=C(C(=O)O)C=C1 4-(2-methylcyclohexyl)benzoic acid